8-[(2s,5r)-4-[(4-fluorophenyl)(4-methoxyphenyl)methyl]-2,5-dimethylpiperazin-1-yl]-5-methyl-6-oxo-5,6-dihydro-1,5-naphthyridine-2-carbonitrile FC1=CC=C(C=C1)C(N1C[C@@H](N(C[C@H]1C)C1=CC(N(C=2C=CC(=NC12)C#N)C)=O)C)C1=CC=C(C=C1)OC